4-(2-(4-(2-Ethyl-5-(3-methylisoxazol-5-yl)pyrimidin-4-yl)piperidin-1-yl)ethyl)morpholine C(C)C1=NC=C(C(=N1)C1CCN(CC1)CCN1CCOCC1)C1=CC(=NO1)C